dimethylcarbamic acid 4-(aminomethyl)-3-(2-fluoro-3-((N-methylsulfamoyl) amino) benzyl)-2-oxo-2H-chromen-7-yl ester hydrobromide Br.NCC1=C(C(OC2=CC(=CC=C12)OC(N(C)C)=O)=O)CC1=C(C(=CC=C1)NS(NC)(=O)=O)F